FC=1C=C(COC2=C(C=C(C=C2)N2C[C@@H](CC2)O)F)C=CC1F (R)-1-(4-((3,4-difluorobenzyl)oxy)-3-fluorophenyl)pyrrolidin-3-ol